C1=CC=CC=2C3=CC=CC=C3C(C12)COC(=O)N[C@H](C(=O)O)CCC=1C=NC(=NC1)NC(=O)OC(C)(C)C (S)-2-((((9H-fluoren-9-yl)methoxy)carbonyl)amino)-4-(2-((tert-butoxycarbonyl)amino)pyrimidin-5-yl)butanoic acid